2-(2-methylpropionyl)cyclohexane CC(C(=O)C1CCCCC1)C